ClC1=C2C(=NC=C1)NCC2(CC)C=2C=C(C=CC2)N2C(CN(CC2)CCOC2CCN(CC2)C=2C=C1C(N(C(C1=CC2F)=O)C2C(NC(CC2)=O)=O)=O)=O 5-(4-{2-[4-(3-{4-chloro-3-ethyl-1H-pyrrolo[2,3-b]pyridin-3-yl}phenyl)-3-oxopiperazin-1-yl]ethoxy}piperidin-1-yl)-2-(2,6-dioxopiperidin-3-yl)-6-fluoroisoindole-1,3-dione